COC=1C=C(C=CC1B1OC(C(O1)(C)C)(C)C)C1CCN(CC1)C=1C=CC=C2C(=NN(C12)C)C1C(NC(CC1)=O)=O 3-(7-(4-(3-Methoxy-4-(4,4,5,5-tetramethyl-1,3,2-dioxaborolan-2-yl)phenyl)piperidin-1-yl)-1-methyl-1H-indazol-3-yl)piperidine-2,6-dione